C(#N)C1=CC=C(C=C1)C1=C(C=CC=C1)S(=O)(=O)C1=CC=C(C=C1)NC(=O)NCC1=CC=NC=C1 1-(4-((4'-Cyano-[1,1'-biphenyl]-2-yl)sulfonyl)phenyl)-3-(pyridin-4-ylmethyl)urea